trifluoromethoxy-benzyl alcohol FC(OC(C1=CC=CC=C1)O)(F)F